Nonylether C(CCCCCCCC)OCCCCCCCCC